COCCOP(=O)(N[C@H](C(OCCC)=O)C)CC1=CC2=C(SC(=C2)C(=O)O)C=C1 5-(((2-methoxyethoxy)(((S)-1-oxo-1-propoxypropan-2-yl)amino)phosphoryl)methyl)benzo[b]thiophene-2-carboxylic acid